C(#N)C1=C(C=C(C=C1)NC(OCC)=O)F Ethyl (4-cyano-3-fluorophenyl)carbamate